(S)-(4,4-difluorocyclohexyl)(7-(((3R,5S)-3-hydroxy-2-oxo-5-(trifluoromethyl)pyrrolidin-3-yl)methyl)imidazo[1,2-b]pyridazin-2-yl)methanaminium trifluoroacetate FC(C(=O)[O-])(F)F.FC1(CCC(CC1)[C@H]([NH3+])C=1N=C2N(N=CC(=C2)C[C@@]2(C(N[C@@H](C2)C(F)(F)F)=O)O)C1)F